C(CNC(=O)CC#N)C#N 2-cyano-N-(2-cyanoethyl)acetamide